Chromit [Cr](=O)([O-])[O-]